C(CCC)N(CC(=O)N)C1=C(C=C(C=C1)C=O)C 2-[BUTYL(4-FORMYL-2-METHYLPHENYL)AMINO]ACETAMIDE